C(C)N(C1=CC=CC=C1)CC Diethylanilin